10-acetyl-6-isopropyl-9-(3-methoxypropoxy)-2-oxo-6,7-dihydro-2H-pyrido[2,1-a]isoquinoline-3-carboxylic acid C(C)(=O)C1=C(C=C2CC(N3C(C2=C1)=CC(C(=C3)C(=O)O)=O)C(C)C)OCCCOC